COC1=CC=C(C=C1)C=1OC(CC1C#N)(C(F)(F)F)O 2-(4-methoxyphenyl)-5-hydroxy-5-(trifluoromethyl)-4,5-dihydrofuran-3-carbonitrile